2-(2-Aminopyridin-3-yl)-3-(4-(hydroxymethyl)phenyl)-6-methyl-3H-imidazo[4,5-b]pyridine-5-carbonitrile NC1=NC=CC=C1C1=NC=2C(=NC(=C(C2)C)C#N)N1C1=CC=C(C=C1)CO